C1(=CC=CC=C1)C1=CC(=C2C(=N1)N=C(N2)C(C)C)C2=CC=CC=C2 5,7-diphenyl-2-propan-2-yl-1H-imidazo[4,5-b]pyridine